C(C1=CC=CC=C1)OC1=C(C=C(C=C1)Br)Br 1-benzyloxy-2,4-dibromobenzene